L-histidinol dihydrochloride Cl.Cl.N[C@@H](CC1=CNC=N1)CO